C(C=C)(=O)OCCCCCCCCCC[SiH2]C(Cl)Cl acryloxydecyldichloromethylsilane